[(Z)-dodec-9-enyl] acetate C(C)(=O)OCCCCCCCC\C=C/CC